C(C)C1=NN(C=C1C(=O)O)CC1=CC(=C(C(=C1)F)F)F.C(C)(C)(C)OC(=O)NC(=NC(=O)OC(C)(C)C)NC(=O)OC(C)(C)C 1,2,3-tris(t-butoxycarbonyl)guanidine ethyl-1-(3,4,5-trifluorobenzyl)-1H-pyrazole-4-carboxylate